N-(2-chlorobenzyl)-4-(3-(pyridin-4-ylmethyl)ureido)benzamide ClC1=C(CNC(C2=CC=C(C=C2)NC(=O)NCC2=CC=NC=C2)=O)C=CC=C1